(R)-2-((6-fluoro-2-methylpyridin-3-yl)oxy)-N-(3-(N-(2-hydroxyacetyl)-S-methylsulfonimidoyl)phenyl)-4-(trifluoromethyl)benzamide FC1=CC=C(C(=N1)C)OC1=C(C(=O)NC2=CC(=CC=C2)[S@@](=O)(=NC(CO)=O)C)C=CC(=C1)C(F)(F)F